(hydroxyamino)-1-methyl-3-phenyl-4-(prop-2-yl)-4,5-dihydro-1H-pyrazol-5-one ONC1(C(=NN(C1=O)C)C1=CC=CC=C1)C(C)C